ClC=1C=C(OC2CCC(CC2)NC(OC(C)(C)C)=O)C=CC1C#N tert-butyl N-[(1r,4r)-4-(3-chloro-4-cyanophenoxy)cyclohexyl]carbamate